ClC1=CC(=C(C=C1)O)\C=C(/CC1=CC=C(C=C1)Cl)\[N+](=O)[O-] (E)-4-chloro-2-(3-(4-chlorophenyl)-2-nitroprop-1-en-1-yl)phenol